N-[3-chloro-4-(piperazine-1-carbonyl)phenyl]-1-methyl-5-[1-(5-nitro-2-pyridyl)-3-(trifluoromethyl)pyrazol-4-yl]imidazole-2-carboxamide ClC=1C=C(C=CC1C(=O)N1CCNCC1)NC(=O)C=1N(C(=CN1)C=1C(=NN(C1)C1=NC=C(C=C1)[N+](=O)[O-])C(F)(F)F)C